4-({3-[4-chloro-3-(trifluoromethyl)benzenesulfonamido]-5-methylpyridin-2-yl}oxy)-N-(1-cyanocyclopropyl)benzamide ClC1=C(C=C(C=C1)S(=O)(=O)NC=1C(=NC=C(C1)C)OC1=CC=C(C(=O)NC2(CC2)C#N)C=C1)C(F)(F)F